C1(=CC=CC=C1)[P+](CC1=CC=C(C=C1)C=C)(C1=CC=CC=C1)C1=CC=CC=C1 triphenyl-4-vinyl-benzyl-phosphonium